1-Bromo-2,3-difluoro-4-iodobenzene BrC1=C(C(=C(C=C1)I)F)F